C1[C@@H]2C=C[C@H]1[C@@H]3[C@H]2C(=O)N(C3=O)C4=CC=C(C=C4)C(=O)NC5=CC=CC6=C5N=CC=C6 The molecule is a dicarboximide having an endo bridged phthalimide structure, substituted at nitrogen by a 4-(quinolin-8-ylcarbamoyl)benzoyl group. It has a role as an axin stabilizer and a Wnt signalling inhibitor. It is a dicarboximide, a bridged compound, a member of quinolines and a member of benzamides.